O1N=C(C2=C1C=CC=C2)C(C)(S(=O)(=O)N)F 1-(1,2-Benzooxazol-3-yl)-1-fluoroethane-1-sulphonamide